FC1=CC=C(C=N1)C1=NC=CC(=C1N1[C@H](C[C@@H](CC1)C1=NN=CN1C)C)C#N 6'-fluoro-3-[(2S,4R)-2-methyl-4-(4-methyl-4H-1,2,4-triazol-3-yl)piperidin-1-yl]-[2,3'-bipyridine]-4-carbonitrile